N1(CCC1)C1=CC=C2[C@]3(CC=4C(=NOC4C2=C1)NS(=O)(=O)C1=C(C=C(C=C1OC)C(=O)N1CCN(CC1)C)OC)[C@H](C3)C N-((1R,2S)-8'-(azetidin-1-yl)-2-methyl-4'H-spiro[cyclopropane-1,5'-naphtho[2,1-d]isoxazol]-3'-yl)-2,6-dimethoxy-4-(4-methylpiperazine-1-carbonyl)benzenesulfonamide